CN1N=CC(=C1)C1=CC=C(C(=C1C#N)N1CCC(CC1)C1=NN=CN1C)C1=CN=NC=C1 6-(1-methyl-1H-pyrazol-4-yl)-2-[4-(4-methyl-4H-1,2,4-triazol-3-yl)piperidin-1-yl]-3-(pyridazin-4-yl)benzonitrile